C(C)S(=O)(=O)C1CCC(CC1)C1=C2N(N=C1CN(CCNC)C)CCC2 N1-((3-(4-(ethyl-sulfonyl)cyclohexyl)-5,6-dihydro-4H-pyrrolo[1,2-b]pyrazol-2-yl)methyl)-N1,N2-dimethylethane-1,2-diamine